tert-Butyl (chroman-4-ylmethyl)carbamate O1CCC(C2=CC=CC=C12)CNC(OC(C)(C)C)=O